(1R,5S,6r)-N-methyl-N-[1-(trifluoromethyl)cyclopropyl]-3-azabicyclo[3.1.0]hexane-6-carboxamide TFA salt OC(=O)C(F)(F)F.CN(C(=O)C1[C@H]2CNC[C@@H]12)C1(CC1)C(F)(F)F